CC=C(C)[N+](=O)[O-] 1-methyl-2-nitropropene